C(C)(C)(C)OC(=O)N1C(C2=C(C=C(C=C2C(=N1)CN1C(C2=CC=CC=C2C1=O)=O)Br)OCC1=NN(C=N1)C1OCCCC1)=O 6-bromo-4-((1,3-dioxoisoindol-2-yl)methyl)-1-oxo-8-((1-(tetrahydro-2H-pyran-2-yl)-1H-1,2,4-triazol-3-yl)methoxy)phthalazine-2(1H)-carboxylic acid tert-butyl ester